N1=C(N=CC=C1)N1N=CN=C1C(CC)NC1=NOC2=C1C=C(C=C2C(F)(F)F)C(F)(F)F N-[1-(2-pyrimidin-2-yl-1,2,4-triazol-3-yl)propyl]-5,7-bis(trifluoromethyl)-1,2-benzoxazol-3-amine